N[C@@]1(CN(C[C@H]1CCCB1OC(C(O1)(C)C)(C)C)S(NC1=NC=CC=C1)(=O)=O)C(=O)O |r| (rac)-trans-3-amino-1-(N-(pyridin-2-yl)sulfamoyl)-4-(3-(4,4,5,5-tetramethyl-1,3,2-dioxaborolan-2-yl)propyl)pyrrolidine-3-carboxylic acid